C(CCCCCCCCCCCCCCC)C(C)O[Si](OCC)(OCC)C hexadecyl-methyltriethoxysilane